3-{[(2E)-3-(3,4-Dihydroxyphenyl)prop-2-enoyl]oxy}-1,4,5-trihydroxycyclohexanecarboxylic acid OC=1C=C(C=CC1O)/C=C/C(=O)OC1CC(CC(C1O)O)(C(=O)O)O